4,6-dichloro-2-ethylpyrimidine ClC1=NC(=NC(=C1)Cl)CC